3-(4-chlorophenyl)propanenitrile ClC1=CC=C(C=C1)CCC#N